N-nitroso-N-phenylhydroxyamine ammonium salt [NH4+].N(=O)N(C1=CC=CC=C1)O